(S)-3-methyl-2-(6-(4-(2-(methylsulfonyl)pyrimidin-5-yl)-1H-1,2,3-triazol-1-yl)hexanamido)hexanamide CC([C@@H](C(=O)N)NC(CCCCCN1N=NC(=C1)C=1C=NC(=NC1)S(=O)(=O)C)=O)CCC